Pyrido[3,4-e]Pyrazin-6-amine N1=CC=NC2=C1C=CN(C2)N